BrC=1C=CC(=NC1)C=1NC=CN1 5-bromo-2-(1H-imidazol-2-yl)pyridine